6-[4-[Acetyl-(cyclopropylmethyl)amino]-3-methyl-phenyl]pyridine-3-carboxylic acid C(C)(=O)N(C1=C(C=C(C=C1)C1=CC=C(C=N1)C(=O)O)C)CC1CC1